NC1(CCC1)C=1SC(=CN1)C1=CC2=C(N=C3N2[C@H]2C4=C(C(N([C@@H]3C2)C([2H])([2H])[2H])=O)C=CC=C4C#C)C=C1 (7R,14R)-11-(2-(1-aminocyclobutyl)thiazol-5-yl)-1-ethynyl-6-(methyl-d3)-6,7-dihydro-7,14-methanobenzo[f]benzo[4,5]imidazo[1,2-a][1,4]diazocin-5(14H)-one